C(C1CO1)OC1=C(C=CC=C1)C(C1=C(C=CC=C1)OCC1CO1)C1=C(C=CC=C1)OCC1CO1 1,1,1-tris(glycidyloxyphenyl)methane